C(C)C1=NC(=CC=C1N1C[C@H](CC(C1)(F)F)CC(=O)OC(C)(C)C)C=1N=NN(C1COS(=O)(=O)C)C tert-butyl (S)-2-(1-(2-ethyl-6-(1-methyl-5-(((methylsulfonyl)oxy)methyl)-1H-1,2,3-triazol-4-yl)pyridin-3-yl)-5,5-difluoropiperidin-3-yl)acetate